1-(3-(azetidin-1-yl)-6,7-dihydro-5H-cyclopenta[c]pyridin-7-yl)-1H-pyrazole-4-carboxylic acid, 2,2,2-trifluoroacetate salt FC(C(=O)O)(F)F.N1(CCC1)C1=CC2=C(C=N1)C(CC2)N2N=CC(=C2)C(=O)O